trimethoxyammonium bromide [Br-].CO[NH+](OC)OC